3-[diethoxy (methyl)silyl]propyl methacrylate C(C(=C)C)(=O)OCCC[Si](C)(OCC)OCC